N-cyclohexyl-3-((4-((6,7-dimethoxyquinolin-4-yl)oxy)-2-fluorophenyl)amino)-1-methyl-1H-pyrazole-4-carboxamide C1(CCCCC1)NC(=O)C=1C(=NN(C1)C)NC1=C(C=C(C=C1)OC1=CC=NC2=CC(=C(C=C12)OC)OC)F